1-(2-(5-chloro-3-hydroxy-2-oxoindolin-3-yl)acetamido)cyclohexane-1-carboxylic acid methyl ester COC(=O)C1(CCCCC1)NC(CC1(C(NC2=CC=C(C=C12)Cl)=O)O)=O